5-Fluoro-6-(2-methoxyethoxy)-3-{3-[4-(morpholin-4-carbonyl)phenyl]-1,2-oxazol-5-yl}-1H-indazol FC=1C=C2C(=NNC2=CC1OCCOC)C1=CC(=NO1)C1=CC=C(C=C1)C(=O)N1CCOCC1